NC=1C(=NN(C1C(=O)O)C1=CC=C(C=C1)CNC(C1=C(C=CC(=C1)F)OC)=O)C=1SC=CC1 4-amino-1-(4-((5-fluoro-2-methoxybenzamido)methyl)phenyl)-3-(thiophen-2-yl)-1H-pyrazole-5-carboxylic acid